NC1=CC=C(CCN2C(OC(=C2)C)C=2C(=NN(C2)C2=CC=C(C=C2)Br)C2=CSC=C2)C=C1 3-(4-Aminophenethyl)-2-(1-(4-bromophenyl)-3-(thiophen-3-yl)-1H-pyrazol-4-yl)-5-methyloxazole